6-tert-Butyl-N-[[6-[(4-methoxyphenyl)methoxy]-2-pyridyl]sulfonyl]-2-(2,2,4-trimethylpyrrolidin-1-yl)pyridin-3-carboxamid C(C)(C)(C)C1=CC=C(C(=N1)N1C(CC(C1)C)(C)C)C(=O)NS(=O)(=O)C1=NC(=CC=C1)OCC1=CC=C(C=C1)OC